COC1=C2C=C(NC2=CC=C1)C(=O)N[C@H](C(=O)NNC(OC(C)(C)C)=O)CC(C)C tert-butyl N-[[(2S)-2-[(4-methoxy-1H-indole-2-carbonyl)amino]-4-methyl-pentanoyl]amino]carbamate